S(=O)(=O)(O)C1=C(O)C(=CC(=C1O)[N+](=O)[O-])[N+](=O)[O-] 2-sulfo-4,6-dinitroresorcinol